(S)-2-((4-(6-((2-Fluoro-4-(tetrahydro-2H-pyran-4-carbonyl)benzyl)oxy)pyridin-2-yl)piperidine-1-yl)methyl)-1-(oxetan-2-ylmethyl)-1H-benzo[d]imidazole-6-carboxylic acid FC1=C(COC2=CC=CC(=N2)C2CCN(CC2)CC2=NC3=C(N2C[C@H]2OCC2)C=C(C=C3)C(=O)O)C=CC(=C1)C(=O)C1CCOCC1